COCCCC(=O)OC methyl 3-methoxymethylpropionate